(1R,3'R,4'S,5'S,6'R)-6-[(4-ethylphenyl)methyl]-3',4',5',6'-tetrahydro-6'-(hydroxymethyl)-spiro[isobenzofuran-1(3H),2'-(2H)pyran]-3',4',5'-triol C(C)C1=CC=C(C=C1)CC1=CC=C2CO[C@@]3(O[C@@H]([C@H]([C@@H]([C@H]3O)O)O)CO)C2=C1